ClCC(=O)NC1=CC(=NC=C1NC1CCOCC1)C#N 2-chloro-N-(2-cyano-5-((tetrahydro-2H-pyran-4-yl)amino)pyridin-4-yl)acetamide